C(#N)C=1C=C(C=NC1N1N=CC=N1)NC(=O)C=1C=NN(C1C(F)(F)F)C=1C=CC=C2C=CN=CC12 N-(5-cyano-6-(2H-1,2,3-triazol-2-yl)pyridin-3-yl)-1-(isoquinolin-8-yl)-5-(trifluoromethyl)-1H-pyrazole-4-carboxamide